FC(C1=C(C=C2C=CC=NC2=C1)NC1=NC=C2N(C(N(C2=N1)C1(CCOCC1)C#N)=O)C)F 4-(2-((7-(difluoromethyl)quinolin-6-yl)amino)-7-methyl-8-oxo-7,8-dihydro-9H-purin-9-yl)tetrahydro-2H-pyran-4-carbonitrile